C(C)OC(=O)C1=CC(=NN1)C(C)N 3-(1-Aminoethyl)-1H-pyrazole-5-carboxylic acid ethyl ester